N-fluorenylmethoxycarbonyl-N'-tert-butyloxycarbonyl-lysine C1(=CC=CC=2C3=CC=CC=C3CC12)COC(=O)N[C@@H](CCCCNC(=O)OC(C)(C)C)C(=O)O